C(C)(=O)C1=C(C=CC(=C1)O)O 2-acetyl-1,4-dihydroxybenzene